C(#CC)C=1C=CC(=NC1)CNC1CC1 N-((5-(prop-1-yn-1-yl)pyridin-2-yl)methyl)cyclopropylamine